O1C2=C(OCCC1)C(=CC=C2)C(N2C[C@@H](N(C[C@H]2C)C2=CC(N(C=1C=CC(=NC21)C#N)C)=O)C)C2=NC=C(C=C2)C 8-((2S,5R)-4-((3,4-Dihydro-2H-benzo[b][1,4]dioxepin-6-yl)(5-methylpyridin-2-yl)methyl)-2,5-dimethylpiperazin-1-yl)-5-methyl-6-oxo-5,6-dihydro-1,5-naphthyridin-2-carbonitril